(2-methyl-1,3-benzoxazol-6-yl)boranediol CC=1OC2=C(N1)C=CC(=C2)B(O)O